ClC=1N=C2C(=NC1NS(=O)(=O)CC1=CC(=CC=C1)F)N(C(=N2)C2=NC(=CC=C2)OCC)C2=C(C=CC=C2OC)OC N-(5-Chloro-1-(2,6-dimethoxyphenyl)-2-(6-ethoxypyridin-2-yl)-1H-imidazo[4,5-b]pyrazin-6-yl)-1-(3-fluorophenyl)methane-sulfonamide